C(C)(=O)O.CN(C)[Na] dimethylamino-sodium acetate